C1(CC1)CC(=NO)C1=C(C=CC(=C1)F)O 2-cyclopropyl-1-(5-fluoro-2-hydroxyphenyl)ethan-1-one oxime